(1S,4R,5R,6R,8R,9R)-5,8-dihydroxy-6-methyl-13-azatetracyclo[7.7.0.01,13.04,9]hexadecan-2-one O[C@H]1[C@@H]2CC([C@]34N(CCC[C@@]24[C@@H](C[C@H]1C)O)CCC3)=O